4-((S)-10-(4,4-difluorocyclohex-1-en-1-yl)-3-(methoxymethyl)-5-oxo-9-(trifluoromethyl)-2,3-dihydro-5H-[1,4]thiazino[2,3,4-ij]quinazolin-7-yl)-2,6-dimethylpiperazine-1-carboxylate FC1(CC=C(CC1)C1=C(C=C2C(=NC(N3C2=C1SC[C@@H]3COC)=O)N3CC(N(C(C3)C)C(=O)[O-])C)C(F)(F)F)F